C1(CCC1)C(C)(C)NCC1=CC=C2CN(C(C2=C1)=O)C1=NC(=CC(=C1)C1=C(C=C(C#N)C=C1)C1=NN=CN1C)C1CC1 4-[2-(6-{[(2-Cyclobutylpropan-2-yl)amino]methyl}-1-oxo-3H-isoindol-2-yl)-6-cyclopropylpyridin-4-yl]-3-(4-methyl-1,2,4-triazol-3-yl)benzonitrile